Cl.N[C@@H]1C=C(CCC1)C1=C2C3=C(NC2=C(C=C1F)C(=O)N)CCCCC3 (S)-1-(3-aminocyclohex-1-en-1-yl)-2-fluoro-5,6,7,8,9,10-hexahydrocyclohepta[b]indole-4-carboxamide hydrochloride